COC1([C@@](O[C@@H]([C@H]1O)CO)(N1C(=O)NC(=O)C(=C1)C#CC)C(C1=CC=CC=C1)(C1=CC=CC=C1)C1=CC=CC=C1)OC dimethoxytrityl-5-(1-propynyl)-2'-deoxyuridine